(+-)-3-hydroxy-gamma-butyrolactone O[C@@H]1CC(=O)OC1 |r|